C(C)(=O)O[C@@H]1C[C@@]2(C([C@H]3[C@H]4[C@@H]5CC[C@H]([C@@H](CC[C@@H](CC)C(C)C)C)[C@]5(CC[C@@H]4[C@]2(CC1)CO3)C)=O)O 3β-Acetoxy-5a-hydroxy-7β,19-epoxy-stigmastan-6-on